BrCC1=CC=C(C=C1)C α-bromo-p-xylene